CSC=1C(=NC=CC1C#N)O[C@H]1CN([C@@H](CC1)C)C(=O)C1=C(C=CC=C1)N1N=CC=N1 3-(methylsulfanyl)-2-{[(3R,6R)-6-methyl-1-{[2-(2H-1,2,3-triazol-2-yl)phenyl]carbonyl}piperidin-3-yl]oxy}pyridine-4-carbonitrile